5-[4-hydroxy-4-(5-hydroxy-5-methyl-hex-1,3-diynyl)-1-piperidinyl]-N-methyl-7-(trifluoromethyl)thieno[3,2-b]pyridine-3-carboxamide OC1(CCN(CC1)C1=CC(=C2C(=N1)C(=CS2)C(=O)NC)C(F)(F)F)C#CC#CC(C)(C)O